acrylic acid-2-ethyl-1-dodecyl ester C(C)C(COC(C=C)=O)CCCCCCCCCC